4-bromo-7-methoxy-3-phenyl-1,2-dihydronaphthalene BrC1=C(CCC2=CC(=CC=C12)OC)C1=CC=CC=C1